N[C@H](C(=O)OC)CC1=CC=C(C=2OCCOC21)C=2N=CC1=CC=CC=C1C2C(F)(F)F methyl (S)-2-amino-3-(8-(4-(trifluoromethyl)isoquinolin-3-yl)-2,3-dihydro benzo[b][1,4]dioxin-5-yl)propanoate